tert-butyl (1R,5S)-3-amino-8-azabicyclo[3.2.1]octane-8-carboxylate NC1C[C@H]2CC[C@@H](C1)N2C(=O)OC(C)(C)C